2,3,5-tribenzyloxy-D-arabinonic acid C(C1=CC=CC=C1)O[C@](C(=O)O)(O)[C@](O)([C@H](O)C(O)OCC1=CC=CC=C1)OCC1=CC=CC=C1